4-(3-(4-methylpiperazin-1-yl)propoxy)phenethylcarbamic acid tert-butyl ester C(C)(C)(C)OC(NCCC1=CC=C(C=C1)OCCCN1CCN(CC1)C)=O